ClC1=CC=C(S1)NC(=O)N1C(CC(C1)OC)C(=O)N N1-(5-chlorothiophene-2-yl)-4-methoxypyrrolidine-1,2-dicarboxamide